(3Z,6Z)-10-((Tetrahydro-2H-pyran-2-yl)oxy)deca-3,6-dien-1-ol O1C(CCCC1)OCCC\C=C/C\C=C/CCO